CN1C[C@H](CCC1)O (3S)-1-methylpiperidin-3-ol